BrC=1C=C(C=NC1OC(F)F)NC(=O)NC1=C(C=2N(N=C1)C=C(N2)C)[C@H](C)OC (S)-N-(5-bromo-6-(difluoromethoxy)pyridin-3-yl)-N'-(8-(1-methoxyethyl)-2-methylimidazo[1,2-b]pyridazin-7-yl)urea